4-methylproline CC1C[C@H](NC1)C(=O)O